C(C)N(C(=O)NC=1SC(=C(N1)C)C1=CC(=C(C=C1)OC)S(NC1=CC=C(C=C1)O)(=O)=O)CC 1,1-diethyl-3-[5-[3-[(4-hydroxyphenyl)sulfamoyl]-4-methoxyphenyl]-4-methyl-thiazol-2-yl]urea